C\C(=C/CCC(C)OCC(CO)=C)\CCC=C(C)C 2-({[(5E)-6,10-dimethylundeca-5,9-dien-2-yl]oxy}methyl)prop-2-en-1-ol